rac-(3R,4S)-1-cyclopropylmethyl-4-{[5-(2,4-difluoro-phenyl)-isoxazole-3-carbonyl]-amino}-piperidine-3-carboxylic acid (1-pyrimidin-2-yl-cyclopropyl)-amide N1=C(N=CC=C1)C1(CC1)NC(=O)[C@@H]1CN(CC[C@@H]1NC(=O)C1=NOC(=C1)C1=C(C=C(C=C1)F)F)CC1CC1 |r|